(6-amino-5-(3-hydroxy-2,6-dimethylphenyl)-5H-pyrrolo[2,3-b]pyrazin-7-yl)(5-(dimethyl-phosphoryl)-1H-indol-2-yl)methanone NC1=C(C=2C(=NC=CN2)N1C1=C(C(=CC=C1C)O)C)C(=O)C=1NC2=CC=C(C=C2C1)P(=O)(C)C